COC1=C(C=C2C(=NC=NC2=C1)C=1C(=NN(C1)C)C1=CC=CC=C1)C(C)O 1-(7-methoxy-4-(1-methyl-3-phenyl-1H-pyrazol-4-yl)quinazolin-6-yl)ethan-1-ol